C(C)(C)NC1=CC=C(C=C1)B1OC(C(O1)(C)C)(C)C N-isopropyl-4-(4,4,5,5-tetramethyl-1,3,2-dioxaborolan-2-yl)aniline